3-(Cyanomethylen)azetidin C(#N)C=C1CNC1